1-cyclopropyl-N-((6-(3-methyl-1H-pyrrolo[2,3-b]pyridin-5-yl)isochroman-8-yl)methyl)methanamine C1(CC1)CNCC=1C=C(C=C2CCOCC12)C=1C=C2C(=NC1)NC=C2C